(2Z)-4-{[4-(propargyloxy)phenyl]amino}-4-oxo-2-butenoic acid methyl ester COC(\C=C/C(=O)NC1=CC=C(C=C1)OCC#C)=O